1-((2-undecyl-1,3-dioxolan-4-yl)methoxy)propan-2-ol C(CCCCCCCCCC)C1OCC(O1)COCC(C)O